tert-butyl N-(6-methyl-5,7-dihydro-4H-benzothiophen-6-yl)carbamate CC1(CC2=C(C=CS2)CC1)NC(OC(C)(C)C)=O